NC(CCN(C([C@H](F)Cl)=O)NC(=O)[C@H](CC(C)C)NC(=O)C=1NC2=CC=C(C=C2C1)F)=O N-[(1S)-1-[[(3-amino-3-oxo-propyl)-[(2R)-2-chloro-2-fluoro-acetyl]amino]carbamoyl]-3-methyl-butyl]-5-fluoro-1H-indole-2-carboxamide